FC1=C(C(=O)OC)C=C(C=C1C=1SC(=CN1)C)OC[C@H]1N(CCOC1)C methyl (S)-2-fluoro-5-((4-methylmorpholin-3-yl)methoxy)-3-(5-methylthiazol-2-yl)benzoate